2-(3-(methylsulfonyl)pyrrolidin-1-yl)-N-((2-(trifluoromethyl)pyridin-3-yl)methyl)pyrido[2,3-d]pyrimidin-4-amine CS(=O)(=O)C1CN(CC1)C=1N=C(C2=C(N1)N=CC=C2)NCC=2C(=NC=CC2)C(F)(F)F